(6r,7r)-7-[2-(2-aminothiazol-4-yl)(methoxyimino)acetamido]-3-[(2-furylcarbonyl)thiomethyl]-8-oxo-5-thia-1-azabicyclo[4.2.0]oct-2-ene-2-carboxylic acid NC=1SC=C(N1)C(C(=O)N[C@H]1[C@H]2SCC(=C(N2C1=O)C(=O)O)CSC(=O)C=1OC=CC1)=NOC